N-(4-((4-amino-2-butyl-7-isopropoxy-1H-imidazo[4,5-d]pyridazin-1-yl)methyl)benzyl)-3-(2-methoxyethoxy)propanamide NC1=C2C(=C(N=N1)OC(C)C)N(C(=N2)CCCC)CC2=CC=C(CNC(CCOCCOC)=O)C=C2